CNCCCCCCCCCCCCCCCCCC N-methyl-octadecyl-amine